N-(4-fluorobenzyl)-1-methyl-7-oxo-4,5,6,7-tetrahydro-1H-pyrazolo[3,4-c]pyridine-3-carboxamide FC1=CC=C(CNC(=O)C2=NN(C=3C(NCCC32)=O)C)C=C1